FC1=C(C=C(C=C1)F)[C@H](CC1OC1)N[S@@](=O)C(C)(C)C (S)-N-((1S)-1-(2,5-difluorophenyl)-2-(oxiran-2-yl)ethyl)-2-methylpropane-2-sulfinamide